N1,N1-diphenylbenzene-1,4-diamine C1(=CC=CC=C1)N(C1=CC=C(C=C1)N)C1=CC=CC=C1